3-(5-bromo-2-(4-methylpiperazin-1-yl)phenyl)-5-(4-(1-methyl-4-(trifluoromethyl)-1H-imidazol-2-yl)phenyl)-1,2,4-oxadiazole BrC=1C=CC(=C(C1)C1=NOC(=N1)C1=CC=C(C=C1)C=1N(C=C(N1)C(F)(F)F)C)N1CCN(CC1)C